CN1CC(=CC(=C1)C1=CC(=CC=C1)C(F)(F)F)Br 1-methyl-3-bromo-5-(3-trifluoromethyl-phenyl)-1H-pyridine